FC(C=1C(=C(C=CC1)[C@@H](C)NC=1C2=C(N=CN1)N(C(C(=C2)C2C(CNCC2)O)=O)C)F)F 4-(((R)-1-(3-(difluoromethyl)-2-fluorophenyl)ethyl)amino)-6-(3-hydroxypiperidin-4-yl)-8-methylpyrido[2,3-d]pyrimidin-7(8H)-one